tripropylethylethylene glycol diacrylate C(C=C)(=O)OC(C(CCC)(CCC)OC(C=C)=O)(CC)CCC